COC1=C(C=C(C=C1)[N+](=O)[O-])C1=CC2=C(C=N1)C=CN2 6-(2-methoxy-5-nitrophenyl)-1H-pyrrolo[3,2-c]pyridine